(benzyloxy)-6-methylpyrimidine-4-carboxylic acid C(C1=CC=CC=C1)OC1=NC(=CC(=N1)C(=O)O)C